isopropyl 4-(5-chloro-3,3-dimethyl-2,3-dihydro-1H-pyrrolo[3,2-b]pyridin-1-yl)-2-((4-((2-(dimethylamino)ethyl)(methyl) amino)-2-methoxy-5-nitrophenyl) amino)pyrimidine-5-carboxylate ClC1=CC=C2C(=N1)C(CN2C2=NC(=NC=C2C(=O)OC(C)C)NC2=C(C=C(C(=C2)[N+](=O)[O-])N(C)CCN(C)C)OC)(C)C